cis-N1-(5-(imidazo[1,2-a]pyrimidin-6-yl)pyrrolo[2,1-f][1,2,4]triazin-2-yl)-N4,N4-dimethylcyclohexane-1,4-diamine N=1C=CN2C1N=CC(=C2)C=2C=CN1N=C(N=CC12)N[C@@H]1CC[C@@H](CC1)N(C)C